C(C)N(C1=CC=C(C=O)C=C1)CCO 4-(ethyl-(2-hydroxyethyl)amino)benzaldehyde